ketodiacetate O(CC(=O)[O-])CC(=O)[O-]